boc-4-aminobutanoic acid C(=O)(OC(C)(C)C)C(C(=O)O)CCN